ClC1=CC(=C(C=C1)[C@@H]1N(OCC1)C1=CC(=NC=N1)NC=1C(=CC(=C(C1)NC(C=C)=O)N1CCC(CC1)N1C[C@H](CC1)N(C)C)OC)F N-(5-((6-((R)-3-(4-chloro-2-fluorophenyl)isoxazolidine-2-yl)pyrimidine-4-yl)amino)-2-(4-((S)-3-(dimethylamino)pyrrolidine-1-yl)piperidine-1-yl)-4-methoxyphenyl)acrylamide